N-((1R)-3-Cyano-3-azabicyclo[3.2.0]heptan-1-yl)-5-(4-(phenylamino)pyridin-3-yl)thiazol-2-carboxamid C(#N)N1C[C@]2(CCC2C1)NC(=O)C=1SC(=CN1)C=1C=NC=CC1NC1=CC=CC=C1